BrC1=CC=CC=2C=3N(C(=NC12)N[C@H]1C(NCCS(C1)(=O)=O)=O)N=C(N3)C3=CC=C(C=C3)OC (6S)-6-{[7-bromo-2-(4-methoxyphenyl)[1,2,4]triazolo[1,5-c]quinazolin-5-yl]amino}-1λ6,4-thiazepane-1,1,5-trione